C(#N)C=1C=CC(=C(C1)C1=CC(=CC=2C=C(OC21)C(=O)NC2CC(C2)O)F)OC(C)C 7-(5-cyano-2-isopropoxy-phenyl)-5-fluoro-N-(3-hydroxycyclobutyl)benzofuran-2-carboxamide